C(C)N(C(C1=CC=C(C=C1)F)=O)[C@H](C(=O)NC1=CC=C(C=C1)S(NCC)(=O)=O)CC1=CC=CC=C1 (S)-N-ethyl-N-(1-(4-(N-ethylsulfamoyl)phenylamino)-1-oxo-3-phenylpropan-2-yl)-4-fluorobenzamide